The molecule is a triterpenoid saponin isolated from Polygala senega var latifolia and has been shown to exhibit hypoglycemic activity. It has a role as a hypoglycemic agent and a plant metabolite. It is a cinnamate ester, a hydroxy monocarboxylic acid, a pentacyclic triterpenoid and a triterpenoid saponin. It derives from a 4-methoxycinnamic acid. It derives from a hydride of an oleanane. C[C@H]1[C@@H]([C@H]([C@H]([C@@H](O1)O[C@H]2[C@H]([C@H](O[C@H]([C@@H]2O[C@H]3[C@@H]([C@@H]([C@H]([C@@H](O3)C)O[C@H]4[C@@H]([C@H]([C@@H](CO4)O[C@H]5[C@@H]([C@H]([C@H]([C@H](O5)CO)O)O)O)O)O)O)O)OC(=O)[C@@]67CC[C@@]8(C(=CC[C@H]9[C@]8(CC[C@@H]1[C@@]9(C[C@@H]([C@@H]([C@@]1(C)C(=O)O)O[C@H]1[C@@H]([C@H]([C@@H]([C@H](O1)CO)O)O)O)O)C)C)[C@@H]6CC(CC7)(C)C)CO)C)OC(=O)/C=C/C1=CC=C(C=C1)OC)O)O)O